N1C=CC=2C1=NC=C(C2)OC=2C=C(C=CC2)NC(=O)NC2=CC(=C(C=C2)C)C(F)(F)F 1-(3-((1H-pyrrolo[2,3-b]pyridin-5-yl)oxy)phenyl)-3-(4-methyl-3-trifluoromethylphenyl)urea